C(C)(C)(C)OC(=O)N1C2CN(C(C1)CC2)CC2=C(N=C1N2C=CC=N1)C1=CC=C(C=C1)C(C)C tert.-Butyl-5-{[2-(4-isopropylphenyl)imidazo[1,2-a]pyrimidin-3-yl] methyl}-2,5-diazabicyclo-[2.2.2]octan-2-carboxylat